5-(6-methylpyridin-2-yl)-4-(3-nitro-1-(tetrahydro-2H-pyran-2-yl)-1H-indazol-5-yl)-1H-imidazol-2-amine CC1=CC=CC(=N1)C1=C(N=C(N1)N)C=1C=C2C(=NN(C2=CC1)C1OCCCC1)[N+](=O)[O-]